benzyl-4-[[3-[(1R,5S)-3,8-diazabicyclo[3.2.1]octan-8-yl]phenyl]methyl]piperazine-1-carboxylate C(C1=CC=CC=C1)OC(=O)N1CCN(CC1)CC1=CC(=CC=C1)N1[C@H]2CNC[C@@H]1CC2